6-Chloro-4-(4-(2-cyanophenoxy)piperidin-1-yl)-1-methyl-2-oxo-1,2-dihydro-1,5-naphthyridin-3-carbonitril ClC=1N=C2C(=C(C(N(C2=CC1)C)=O)C#N)N1CCC(CC1)OC1=C(C=CC=C1)C#N